4-hydroxy-1-phenyl-3-(trifluoroacetyl)quinolin-2(1H)-one OC1=C(C(N(C2=CC=CC=C12)C1=CC=CC=C1)=O)C(C(F)(F)F)=O